2-phenyl-1,4,5,6-tetrahydropyrimidine C1(=CC=CC=C1)C=1NCCCN1